6-fluoro-1H-pyrrolo[3,2-b]pyridin-3-carbonyl azide FC=1C=C2C(=NC1)C(=CN2)C(=O)N=[N+]=[N-]